C[Si](OC[C@H]1[C@@H](C[C@@H]2O[C@H](CC=C[C@@H]21)CC#N)OC2OCCCC2)(C(C)(C)C)C [(2R,5aR,6S,7R,8aS)-6-({[dimethyl(2-methyl-2-propanyl)silyl]oxy}methyl)-7-(tetrahydro-2H-pyran-2-yloxy)-3,5a,6,7,8,8a-hexahydro-2H-cyclopenta[b]oxepin-2-yl]acetonitrile